terephthalic acid monostearylamide C(CCCCCCCCCCCCCCCCC)NC(C1=CC=C(C(=O)O)C=C1)=O